tert-Butyl 3-(diethoxyphosphorylmethyl)benzoate C(C)OP(=O)(OCC)CC=1C=C(C(=O)OC(C)(C)C)C=CC1